C(CCCCCCN=C=O)N=C=O heptylene isocyanate